C(C)S(=O)(=O)C=1C(=NC=C(C1)N1N=C(C=C1C)C(F)(F)F)C=1C(=NN2C1N=CC=C2)C(F)(F)F (3-(ethylsulfonyl)-5-(5-methyl-3-(trifluoromethyl)-1H-pyrazol-1-yl)pyridin-2-yl)-2-(trifluoromethyl)pyrazolo[1,5-a]pyrimidine